ClC1=C(C(=CC=C1)Cl)C=1N=C2C=3C=C(C=NC3C=CN2C1CO)C=1C=NN(C1)C1CCN(CC1)C(C)=O 1-(4-(4-(2-(2,6-Dichlorophenyl)-3-(hydroxymethyl)imidazo[2,1-f][1,6]naphthyridin-9-yl)-1H-pyrazol-1-yl)piperidin-1-yl)ethan-1-one